tert-butyl 4-(5-(3-bromo-2-(methoxycarbonyl)phenoxy)-2-nitropyridin-3-yl)piperazine-1-carboxylate BrC=1C(=C(OC=2C=C(C(=NC2)[N+](=O)[O-])N2CCN(CC2)C(=O)OC(C)(C)C)C=CC1)C(=O)OC